BrC1=C2C=CNC2=CC(=C1OC=1C=CC(=C(C1)C=1NC=CN1)F)F 2-(5-((4-bromo-6-fluoro-1H-indol-5-yl)oxy)-2-fluorophenyl)-1H-imidazol